(S)-5-((S)-4-benzyl-2-oxooxazolidin-3-yl)-3-methyl-5-oxovaleraldehyde C(C1=CC=CC=C1)[C@@H]1N(C(OC1)=O)C(C[C@H](CC=O)C)=O